8-(2,4-dichlorophenyl)-9-(4-((3-fluoro-1-(3-fluoropropyl)pyrrolidin-3-yl)methyl)phenyl)-6,7-dihydro-5H-benzo[7]annulene-3-carboxylic acid ClC1=C(C=CC(=C1)Cl)C=1CCCC2=C(C1C1=CC=C(C=C1)CC1(CN(CC1)CCCF)F)C=CC(=C2)C(=O)O